COC1=CC=C(C=N1)CN1CC2(C1)CCNCC2 2-((6-methoxypyridin-3-yl)methyl)-2,7-diazaspiro[3.5]nonane